FC1=C(C=CC(=C1)F)S(=O)(=O)NC=1C(=NC=C(C1)C=1C=C2C(=NC=NC2=CC1)N1CCN(CC1)C(\C=C\C(C)=O)=O)OC (E)-2,4-difluoro-N-(2-methoxy-5-(4-(4-(4-oxopent-2-enoyl)piperazine-1-yl)quinazolin-6-yl)pyridin-3-yl)benzenesulfonamide